3-((5-(aminomethyl)pyridin-2-yl)oxy)benzonitrile hydrochloride Cl.NCC=1C=CC(=NC1)OC=1C=C(C#N)C=CC1